4-ethyl-N,N-bis(trimethylsilyl)aniline C(C)C1=CC=C(N([Si](C)(C)C)[Si](C)(C)C)C=C1